C(C)C(COC(C1=CC=C(C(=O)OCC(CCCC)CC)C=C1)=O)CCCC bis(2-ethylhexyl)-terephthalate